2-[2-(1-imino-1-oxo-thian-4-yl)pyrazolo[3,4-b]pyridin-6-yl]-3-methyl-5-(trifluoromethyl)phenol N=S1(CCC(CC1)N1N=C2N=C(C=CC2=C1)C1=C(C=C(C=C1C)C(F)(F)F)O)=O